NCCC1=NC(=NC(=N1)N)C=1N=C(NC1)CCCCCCCCCCC 2,4-diamino-6-(2'-undecylimidazolyl)-ethyl-s-triazine